[N+](=O)([O-])/C(=C/C1=C(C=CC=C1)O)/CC1=CC=CC=C1 (E)-2-(2-nitro-3-phenyl-1-propen-1-yl)phenol